2-(2-fluoro-3-methyl-4-((6-phenylpyridin-2-yl)carbamoyl)phenyl)-9,10-dihydro-4H-benzo[d]pyrazolo[1,5-a][1,3]diazepine-3-carboxamide FC1=C(C=CC(=C1C)C(NC1=NC(=CC=C1)C1=CC=CC=C1)=O)C1=NN2C(NC3=C(CC2)C=CC=C3)=C1C(=O)N